(2S)-2-[[3-(acetoxymethoxy)-4-methoxy-pyridine-2-carbonyl]amino]propanoate C(C)(=O)OCOC=1C(=NC=CC1OC)C(=O)N[C@H](C(=O)[O-])C